C(C)N(CCC1=CNC2=CC=C3C(=C12)N=C(O3)C)CC N,N-diethyl-2-(2-methyl-6H-oxazolo[4,5-e]indol-8-yl)ethan-1-amine